C1CCC2=NC=3C=CC=CC3C(=C21)C(=O)O 2,3-dihydro-1H-cyclopenta[b]quinoline-9-carboxylic acid